C[C@H]1CN(C[C@@H](O1)C)C=1C=2N(C=C(C1)S(N(C1OC(CC1)C)C(CC)C)(=O)=O)C(=NC2)C(=O)N(CCO)[C@@H]2[C@H](CCC2)O 8-((2S,6S)-2,6-dimethylmorpholinyl)-N-((1S,2S)-2-hydroxycyclopentyl)-N-(2-hydroxyethyl)-6-(N-(3-methyloxacyclopentyl)-(butane-3-yl)sulfamoyl)imidazo[1,5-a]pyridine-3-carboxamide